(5s)-5-methyl-2-oxopiperidin C[C@H]1CCC(NC1)=O